Mercaptosilane S[SiH3]